CS(=O)(=O)O[C@H]1CN(CC1)C(C1=C(C(=C(C=C1)OCC1=CC=C(C=C1)OC)OCC1=CC=C(C=C1)OC)Cl)=O [(3R)-1-[2-chloro-3,4-bis[(4-methoxyphenyl)methoxy]benzoyl]pyrrolidin-3-yl] methanesulfonate